NC1=C(C=C(C=N1)NC(C(=O)N1[C@H](CC[C@@H](C1)C)C1=CC(=CC=C1)NC)=O)C N-(6-amino-5-methyl-3-pyridyl)-2-[(2R,5S)-5-methyl-2-[3-(methylamino)phenyl]-1-piperidyl]-2-oxo-acetamide